BrC(=O)I bromoformyl iodide